(1R,2R,4aS,5R)-1-(hydroxymethyl)-1,4-dimethyl-6-methylene-5-(2-(4-phenoxyphenoxy)ethyl)decahydronaphthalen-2-ol OC[C@@]1([C@@H](CC([C@H]2[C@H](C(CCC12)=C)CCOC1=CC=C(C=C1)OC1=CC=CC=C1)C)O)C